6-bromo-4-chloro-N'-(2-chloro-6-fluoro-4-hydroxy-phenyl)pyrrolo[1,2-b]pyridazine-3-carboxamidine BrC=1C=C2N(N=CC(=C2Cl)C(=NC2=C(C=C(C=C2F)O)Cl)N)C1